4-(3-Phenylpropionyl)thiomethyl-1,8-bis(3-phenylpropionyl)thio-3,6-dithiaoctane C1(=CC=CC=C1)CCC(=O)SCC(SCCSC(CCC1=CC=CC=C1)=O)CSCCSC(CCC1=CC=CC=C1)=O